2-Ethyl-N-[(1S)-1-(4-methylcyclohexyl)-2-oxo-2-({2-oxo-1-[2-(trimethylsilyl)ethoxymethyl]spiro[pyrrolo[3,2-c]pyridine-3,4'-tetrahydropyran]-6-yl}amino)ethyl]pyrazole-3-carboxamide C(C)N1N=CC=C1C(=O)N[C@H](C(NC1=CC2=C(C=N1)C1(CCOCC1)C(N2COCC[Si](C)(C)C)=O)=O)C2CCC(CC2)C